monostearylsebacamide C(CCCCCCCCCCCCCCCCC)C(C(=O)N)CCCCCCCC(=O)N